ClC1=C(C(=C(N=N1)SC1=C(C(=CC=C1)C1CC1)F)C(=O)NCC(F)(F)C1=C(C=C(C=C1)C)Cl)C 6-chloro-N-[2-(2-chloro-4-methylphenyl)-2,2-difluoroethyl]-3-[(3-cyclopropyl-2-fluorophenyl)sulfanyl]-5-methylpyridazine-4-carboxamide